ethylenediaminetetraacetic acid iron sodium salt trihydrate O.O.O.[Na+].[Fe+2].C(CN(CC(=O)[O-])CC(=O)[O-])N(CC(=O)O)CC(=O)[O-]